benzyl 4-[2-chloro-6-(1-naphthylcarbamoyl)pyrimidin-4-yl]piperazine-1-carboxylate ClC1=NC(=CC(=N1)N1CCN(CC1)C(=O)OCC1=CC=CC=C1)C(NC1=CC=CC2=CC=CC=C12)=O